tert-butyl (S)-((6-(2-chloro-3-(3-chloro-4-((2-fluoro-3-formylphenyl)amino)pyridin-2-yl)phenyl)-2-methoxypyridin-3-yl)methyl)((5-oxopyrrolidin-2-yl)methyl)carbamate ClC1=C(C=CC=C1C1=NC=CC(=C1Cl)NC1=C(C(=CC=C1)C=O)F)C1=CC=C(C(=N1)OC)CN(C(OC(C)(C)C)=O)C[C@H]1NC(CC1)=O